[C@@H]12NC[C@@H](CC1C1=NC3=NC(=CC=C3C=C1)C1=C(C=C(C=C1C)C)OC)C2 2-[(1S,4S)-2-azabicyclo[2.2.1]heptan-6-yl]-7-(2-methoxy-4,6-dimethyl-phenyl)-1,8-naphthyridine